2-hydroxycarbonyl-2-propoxycarbonylmethylbicyclo[2.2.1]Hept-5-ene OC(=O)C1(C2C=CC(C1)C2)CC(=O)OCCC